CN1N=CC(=C1C)C1=C(N=C(C=2N1N=CC2)C2=NC=CC1=C2[C@H](C2(CCNCC2)C1)N)C (7S)-1-[7-(1,5-dimethylpyrazol-4-yl)-6-methyl-pyrazolo[1,5-a]pyrazin-4-yl]spiro[5,7-dihydrocyclopenta[c]pyridine-6,4'-piperidine]-7-amine